6-bromo-N-[5-(2,2-difluoroethyl)-4,6-dimethoxy-pyrimidin-2-yl]-7-pyridazin-3-yl-1H-indole-3-sulfonamide BrC1=CC=C2C(=CNC2=C1C=1N=NC=CC1)S(=O)(=O)NC1=NC(=C(C(=N1)OC)CC(F)F)OC